N(=[N+]=[N-])C1=C(C(=C(C(=O)OCCOC(C2=C(C(=C(C(=C2F)F)N=[N+]=[N-])F)F)=O)C(=C1F)F)F)F Ethylene bis(4-azido-2,3,5,6-tetrafluorobenzoate)